tert-butyl N-[(3R,4R)-4-fluoro-1-(7-hydroxy-1,8-naphthyridin-3-yl)pyrrolidin-3-yl]-N-methylcarbamate F[C@H]1[C@@H](CN(C1)C=1C=NC2=NC(=CC=C2C1)O)N(C(OC(C)(C)C)=O)C